6-CHLOROPYRIMIDINE-4-BORONIC ACID ClC1=CC(=NC=N1)B(O)O